para-fluorobenzeneboronic acid FC1=CC=C(C=C1)B(O)O